BrC1=CN(C2=NC=C(C(=C21)N[C@H]2C[C@@H](CC2)NC(=O)OC)C(=O)OC)S(=O)(=O)C2=CC=CC=C2 methyl 3-bromo-4-(((1R,3R)-3-((methoxycarbonyl)amino) cyclopentyl)amino)-1-(phenylsulfonyl)-1H-pyrrolo[2,3-b]pyridine-5-carboxylate